1,2-Dihydro-2,2,4-trimethylchinolin CC1(NC2=CC=CC=C2C(=C1)C)C